BrC[N+](=O)[O-] bromo-nitromethane